C(C)(C)(C)OC(NC12CC(C1)(C2)N2C=NC(=C2)C2=CC(=C(C=C2)Cl)F)=O (3-(4-(4-chloro-3-fluorophenyl)-1H-imidazol-1-yl)bicyclo[1.1.1]pent-1-yl)carbamic acid tert-butyl ester